C(=O)O.NC1=CN=NC2=CC(=CC=C12)C=1C=C(C=CC1C1=NC=CC=N1)B(O)O [3-(4-aminocinnolin-7-yl)-4-pyrimidin-2-ylphenyl]boronic acid formate salt